7-(2-chloro-4-methoxyphenyl)-1-({5-fluoro-1H-imidazo[4,5-b]pyridin-2-yl}methyl)-1,4-dihydroquinolin-4-one ClC1=C(C=CC(=C1)OC)C1=CC=C2C(C=CN(C2=C1)CC=1NC=2C(=NC(=CC2)F)N1)=O